CN1C(CCC2=CC(=CC=C12)C=1C=C(C=NC1)CNC(=O)C1=NC=CC=C1)=O Pyridine-2-carboxylic acid [5-(1-methyl-2-oxo-1,2,3,4-tetrahydro-quinolin-6-yl)-pyridin-3-ylmethyl]-amide